1-(4-chloro-2-fluorophenyl)methanamine ClC1=CC(=C(C=C1)CN)F